FC(C1=NC(=NC(=N1)C(F)(F)F)N1[C@H](C=2NC3=CC=C(C=C3C2CC1)Cl)CCCCCC(=O)OC)(F)F methyl 6-{(1S)-2-[4,6-bis(trifluoromethyl)-1,3,5-triazin-2-yl]-6-chloro-2,3,4,9-tetrahydro-1H-pyrido[3,4-b]indol-1-yl}hexanoate